C[C@H](CCC(=O)SCCNC(=O)CCNC(=O)[C@@H](C(C)(C)COP(=O)(O)OP(=O)(O)OC[C@@H]1[C@H]([C@H]([C@@H](O1)N2C=NC3=C(N=CN=C32)N)O)OP(=O)(O)O)O)[C@H]4CC[C@@H]5[C@@]4([C@H](C[C@H]6[C@H]5CC[C@@H]7[C@@]6(CC[C@H](C7)O)C)O)C The molecule is a steroidal acyl-CoA that results from the formal condensation of the thiol group of coenzyme A with the carboxy group of allodeoxycholic acid. It derives from an allodeoxycholic acid. It is a conjugate acid of an allodeoxycholoyl-CoA(4-).